C(C)C1=C(C(=O)N)C=CC(=C1)NC(=S)N ethyl-4-thioureidobenzamide